tert-butyl (3R)-3-[(1S)-5-amino-1-tert-butoxycarbonyl-pentyl]pyrrolidine-1-carboxylate NCCCC[C@H](C(=O)OC(C)(C)C)[C@@H]1CN(CC1)C(=O)OC(C)(C)C